NC1=C(C=CC(=C1F)NCC1=CC=C(C=C1)N)NC(CCCCCC)=O N-(2-amino-3-fluoro-4-((4-aminobenzyl)amino)phenyl)heptanamide